ergostatetraene CC(=C)C(=C)C=CC(=C)[C@H]1CC[C@@H]2[C@@]1(CC[C@H]3[C@H]2CCC4[C@@]3(CCCC4)C)C